1-[(6-{6,6-difluoro-3-azabicyclo[3.1.0]hexan-3-yl}-2-formylpyridin-3-yl)methyl]-N-[(4R)-1-methyl-1H,4H,5H,6H-cyclopenta[d]imidazol-4-yl]-1H-1,2,3-triazole-4-carboxamide FC1(C2CN(CC12)C1=CC=C(C(=N1)C=O)CN1N=NC(=C1)C(=O)N[C@@H]1CCC=2N(C=NC21)C)F